tert-butyl (R)-4-(2-(3-(3-((4-(1H-pyrazol-4-yl)benzyl)(2-ethoxyethyl) carbamoyl)piperidin-1-yl)phenoxy)-2-methylpropanoyl)piperazine-1-carboxylate N1N=CC(=C1)C1=CC=C(CN(C(=O)[C@H]2CN(CCC2)C=2C=C(OC(C(=O)N3CCN(CC3)C(=O)OC(C)(C)C)(C)C)C=CC2)CCOCC)C=C1